C(C)(C)(C)OC(=O)N1CC2(C1)CN(C2)C2=CC=C(C=N2)C=2C=CC1=CN(N=C1C2F)C(C(=O)O[Li])C2=C1N(C=N2)CCC1 [2-[6-[6-(2-tert-butoxycarbonyl-2,6-diazaspiro[3.3]heptan-6-yl)-3-pyridyl]-7-fluoro-indazol-2-yl]-2-(6,7-dihydro-5H-pyrrolo[1,2-c]imidazol-1-yl)acetyl]oxylithium